C(C)(C)(C)OC(=O)N1C[C@H](CC1)[C@@H](C(=O)OC(C)(C)C)CC1=COC2=C1C=C(C=C2)Br (3R)-3-[(2S)-3-(5-bromo-1-benzofuran-3-yl)-1-(tert-butoxy)-1-oxopropan-2-yl]pyrrolidine-1-carboxylic acid tert-butyl ester